(oxetan-2-ylmethyl)-3H-imidazo[4,5-b]pyridine-5-carboxylic acid methyl ester COC(=O)C1=CC=C2C(=N1)NC(=N2)CC2OCC2